C(C)OC(=O)C1=NC(=NS1)C=1C=NC(=C(C1)F)N1CCC(CC1)(F)F 3-[6-(4,4-Difluoropiperidin-1-yl)-5-fluoropyridin-3-yl]-1,2,4-thiadiazole-5-carboxylic acid ethyl ester